2-(3-chlorophenyl)-2-methyl-1-(m-tolyl)propyl (1-((4-amino-3,4-dioxo-1-(2-oxopyrrolidin-3-yl)butan-2-yl)amino)-3-cyclohexyl-1-oxopropan-2-yl)carbamate NC(C(C(CC1C(NCC1)=O)NC(C(CC1CCCCC1)NC(OC(C(C)(C)C1=CC(=CC=C1)Cl)C=1C=C(C=CC1)C)=O)=O)=O)=O